C[C@H]1CC[C@@H](N(C1)C(C(=O)NC1=NC=CC=C1C(=O)N)=O)C=1C=C2CCC(NC2=CC1)=O [[2-[(2R,5S)-5-methyl-2-(2-oxo-3,4-dihydro-1H-quinolin-6-yl)-1-piperidyl]-2-oxo-acetyl]amino]pyridine-3-carboxamide